CN(C)CCCCCCCCCCCCCCCCCCCC N,N-dimethyleicosylamine